(3S,4R)-1-[(4-chloro-3,5-difluoro-1H-indol-2-yl)carbonyl]-4-fluoro-N-(2-methoxyethyl)pyrrolidin-3-amine ClC1=C2C(=C(NC2=CC=C1F)C(=O)N1C[C@@H]([C@@H](C1)F)NCCOC)F